2-methyl-1-(methyl-d3)-6-oxo-1,6-dihydropyrimidine-5-carbonitrile CC=1N(C(C(=CN1)C#N)=O)C([2H])([2H])[2H]